(1r,3r)-N-(4-cyclobutyl-5-(4-fluorophenyl)-1-methyl-1H-pyrazol-3-yl)-3-fluoro-3-methylcyclobutane-1-carboxamide C1(CCC1)C=1C(=NN(C1C1=CC=C(C=C1)F)C)NC(=O)C1CC(C1)(C)F